para-benzenedimethanol C1(=CC=C(C=C1)CO)CO